6-(2-(4-Fluoro-1H-pyrazol-1-yl)cyclobutyl)-4-oxo-1-(1-(6-(trifluoromethyl)pyridin-3-yl)ethyl)-4,5-dihydro-1H-pyrazolo[3,4-d]pyrimidin-3-carbonitril FC=1C=NN(C1)C1C(CC1)C=1NC(C2=C(N1)N(N=C2C#N)C(C)C=2C=NC(=CC2)C(F)(F)F)=O